tert-butyl-dimethyl-(1-phenylbut-3-enoxy)silane Methyl-3-(3-((4-chlorophenyl)sulfonyl)azetidin-1-yl)-2-(1H-pyrrol-1-yl)benzoate COC(C1=C(C(=CC=C1)N1CC(C1)S(=O)(=O)C1=CC=C(C=C1)Cl)N1C=CC=C1)=O.C(C)(C)(C)[Si](OC(CC=C)C1=CC=CC=C1)(C)C